NC1=NC=C(C2=C1C(=NN2[C@@H]2CN(CC2)C(C=C)=O)C#CC2=C(C(=CC(=C2F)OC)OC)F)C(COC)=O (S)-1-(3-(4-amino-3-((2,6-difluoro-3,5-dimethoxyphenyl)ethynyl)-7-(2-methoxyacetyl)-1H-pyrazolo[4,3-c]pyridin-1-yl)pyrrolidin-1-yl)prop-2-en-1-one